C1(=CC=C(C=C1)S(=O)(=O)N[C@H](C(=O)NC1=CC=C(C=C1)N1CCOCC1)CC(C)C)C1=CC=CC=C1 (S)-2-(biphenyl-4-ylsulfonamido)-4-methyl-N-(4-morpholinophenyl)pentanamide